4-((4-(2-(tert-butoxy)-2-oxoethyl)phenyl)diazenyl)benzyl 4-(5,6-dimethoxybenzo[b]thiophen-2-yl)-4-oxobutanoate COC1=CC2=C(SC(=C2)C(CCC(=O)OCC2=CC=C(C=C2)N=NC2=CC=C(C=C2)CC(=O)OC(C)(C)C)=O)C=C1OC